C(C)(C)C=1N=C(SC1[N+](=O)[O-])NC(C)=O N-(4-isopropyl-5-nitrothiazol-2-yl)acetamide